(3R,3aS,6R,6aS)-6-((tert-butyldimethylsilyl)oxy)hexahydrofuro[3,2-b]furan-3-yl-4-methylbenzenesulfonate [Si](C)(C)(C(C)(C)C)O[C@@H]1CO[C@H]2[C@@H]1OC[C@H]2OS(=O)(=O)C2=CC=C(C=C2)C